N1=NNC2=NC(=CC=C21)C=2C=CC(=C(C(=O)NC1=CC=C(C=C1)O[C@H](C)C1CC1)C2)F (R)-5-(3H-[1,2,3]triazolo[4,5-b]pyridin-5-yl)-N-(4-(1-cyclopropylethoxy)phenyl)-2-fluorobenzamide